2-(3-(2-phenyl-7-((tetrahydro-2H-pyran-4-yl)amino)-1H-indol-5-yl)propoxy)ethan-1-ol C1(=CC=CC=C1)C=1NC2=C(C=C(C=C2C1)CCCOCCO)NC1CCOCC1